C(CCCCCCC\C=C/CCCCCCCC)(=O)OCC(COC(CCCCCCC\C=C/CCCCCCCC)=O)OC(CC(CCCCC(CC(=O)N1C=CC2=C1N=CN=C2N(C)[C@H]2CN(CC[C@H]2C)C(CC#N)=O)C)C)=O 2-((10-(4-(((3R,4R)-1-(2-cyanoacetyl)-4-methylpiperidin-3-yl)(methyl)amino)-7H-pyrrolo[2,3-d]pyrimidin-7-yl)-3,8-dimethyl-10-oxodecanoyl)oxy)propane-1,3-diyl dioleate